N-(3-(2-(2,2-dimethylazetidin-1-yl)-5-(2-(((1R,5S,6r)-3,3-dioxido-3-thiabicyclo[3.1.0]hexan-6-yl)amino)pyrimidin-4-yl)thiazol-4-yl)-2-fluorophenyl)-2,6-difluorobenzenesulfonamide CC1(N(CC1)C=1SC(=C(N1)C=1C(=C(C=CC1)NS(=O)(=O)C1=C(C=CC=C1F)F)F)C1=NC(=NC=C1)NC1[C@H]2CS(C[C@@H]12)(=O)=O)C